1-(4-{[2-amino-4-methyl-6-(pentylamino)pyrimidin-5-yl]methyl}-3-methoxyphenyl)-2-methyl-5,8,11,14-tetraoxa-2-azahexadecan-16-ol NC1=NC(=C(C(=N1)C)CC1=C(C=C(C=C1)CN(CCOCCOCCOCCOCCO)C)OC)NCCCCC